COC1CCC(CC1)CN1CC2CC2(CC1)C=1C=C2CN(C(C2=CC1)=O)C1C(NC(CC1)=O)=O 3-(5-(3-(((1r,4r)-4-methoxycyclohexyl)methyl)-3-azabicyclo[4.1.0]hept-6-yl)-1-oxoisoindolin-2-yl)piperidine-2,6-dione